N-(2,4-difluorophenyl)-2-(3-trifluoromethylphenoxy)-3-pyridineanilide silicon-sodium silicate [Si]([O-])([O-])([O-])[O-].[Na+].[Si+4].FC1=C(C=CC(=C1)F)N(C1=CC=CC=C1)C(=O)C=1C(=NC=CC1)OC1=CC(=CC=C1)C(F)(F)F